1-(3,5-dihydroxyl-4-isopropylphenyl)-2-phenylethane OC=1C=C(C=C(C1C(C)C)O)CCC1=CC=CC=C1